Syn-N-[3-[3,5-dimethylpiperidin-1-yl]-4-(1,1-dioxo-1,4-thiazinane-4-carbonyl)phenyl]Cyclopropanecarboxamide CC1CN(CC(C1)C)C=1C=C(C=CC1C(=O)N1CCS(CC1)(=O)=O)NC(=O)C1CC1